[1,7]Naphthyridin-4-yl trifluoromethanesulfonate FC(S(=O)(=O)OC1=CC=NC2=CN=CC=C12)(F)F